N1(CCCC1)CCC(=O)O 3-PYRROLIDIN-1-YL-PROPIONIC ACID